1-(3-methylphenyl)-4-{3-[(7-trifluoromethylquinolin-4-yl)amino]benzoyl}piperazine CC=1C=C(C=CC1)N1CCN(CC1)C(C1=CC(=CC=C1)NC1=CC=NC2=CC(=CC=C12)C(F)(F)F)=O